ClC=1C(=C2C=NNC2=C(C1F)N(C(C)=O)CC#N)C1=CC=2N(C=C1)N=C(C2)NC(=O)C2C(C2)F N-(5-(5-chloro-7-(N-(cyanomethyl)acetamido)-6-fluoro-1H-indazol-4-yl)pyrazolo[1,5-a]pyridin-2-yl)-2-fluorocyclopropane-1-carboxamide